2-(4-cyclopropyl-6-methoxypyrimidin-5-yl)-9-(4-(1-(methyl-d3)-4-(trifluoromethyl)-1H-imidazol-2-yl)benzyl)-9H-pyridino[4',3':4,5]pyrrolo[2,3-d]pyrimidine C1(CC1)C1=NC=NC(=C1C=1N=CC2=C(N1)N(C1=C2C=CN=C1)CC1=CC=C(C=C1)C=1N(C=C(N1)C(F)(F)F)C([2H])([2H])[2H])OC